N-(2-(7-hydroxynaphthalen-1-yl)ethyl)acetamide OC1=CC=C2C=CC=C(C2=C1)CCNC(C)=O